CN([C@H](CNC(CC(C1(CC1)C(F)(F)F)C=1C=NC(=CC1)OC)=O)CC1=C(C=C(C=C1)O)C)C N-((S)-2-(dimethylamino)-3-(4-hydroxy-2-methylphenyl)propyl)-3-(6-methoxypyridin-3-yl)-3-(1-(trifluoromethyl)cyclopropyl)propanamide